5-{4-[(3S)-3-amino-3-methylpyrrolidin-1-yl]-5-{7-methyl-1H-imidazo[4,5-b]pyridin-2-yl}pyridin-3-yl}-2,3-difluorobenzonitrile N[C@@]1(CN(CC1)C1=C(C=NC=C1C=1NC=2C(=NC=CC2C)N1)C=1C=C(C(=C(C#N)C1)F)F)C